4-(2,4-dimethyl-1H-pyrrol-1-yl)benzonitrile CC=1N(C=C(C1)C)C1=CC=C(C#N)C=C1